(S)-7-(6-(1,2-Dihydroxyethyl)pyridin-2-yl)-1-(4-(trifluoromethyl)phenyl)-1,2,3,5-tetrahydro-4H-benzo[e][1,4]diazepin-4-carboxamid O[C@H](CO)C1=CC=CC(=N1)C1=CC2=C(N(CCN(C2)C(=O)N)C2=CC=C(C=C2)C(F)(F)F)C=C1